NC1=NC(=C(C(=N1)N)OCCCOC1=CC=C(C=C1)/C=C/C(=O)O)CC (E)-3-{4-[3-(2,4-diamino-6-ethylpyrimidin-5-yloxy)propoxy]phenyl}acrylic acid